C(C)(C)(C)OC(=O)N1[C@@H](CN[C@H](C1)C)C.O1CCCCC1 tetra-hydropyran tert-butyl-(2R,5S)-2,5-dimethylpiperazine-1-carboxylate